1,7-Diazaspiro[3.5]nonan-2-one N1C(CC12CCNCC2)=O